ClC1=CN(C=2N=C(N=C(C21)N[C@H]2CN(C[C@H]2O)C(=O)OC(C)(C)C)NC=2C=NN(C2)CC)COCC[Si](C)(C)C tert-butyl (3S,4R)-3-((5-chloro-2-((1-ethyl-1H-pyrazol-4-yl) amino)-7-((2-(trimethylsilyl) ethoxy) methyl)-7H-pyrrolo[2,3-d]pyrimidin-4-yl) amino)-4-hydroxypyrrolidine-1-carboxylate